(thiophen-2-yl)pyridine-3-carboxamide S1C(=CC=C1)C1=NC=CC=C1C(=O)N